CNCCC(=O)O 3-(methylamino)propanoic acid